C1(CC1)C1=C(C(=NO1)C1=C(C=CC=C1Cl)Cl)C=C1CC2(C1)CN(CC2)C=2C=C1C=CC(=NC1=CC2)C(=O)O 6-(2-((5-cyclopropyl-3-(2,6-dichlorophenyl)isoxazol-4-yl)methylene)-6-azaspiro[3.4]oct-6-yl)quinoline-2-carboxylic acid